[Na+].[Na+].C(CCCCCCCCC)C=1C(=C(C=CC1)S(=O)(=O)[O-])OC1=C(C=CC=C1)S(=O)(=O)[O-] Decyl(sulfophenoxy)benzene-sulfonic acid, disodium salt